CC1(OC(=CC(O1)=O)C)C 2,2,6-Trimethyl-4H-1,3-dioxin-4-on